BrC=1C=C(C[C@H](N)C(=O)O)C=CC1 3-bromo-L-phenylalanine